COC(C1=CC(=C(C=C1)N)NC(C)C(C)(C)O)=O 4-amino-3-((3-hydroxy-3-methylbutan-2-yl)amino)benzoic acid methyl ester